C(C)(C)(C)[S@@](=O)\N=C\C(C)C1=C(C2=NC(=CC(=C2S1)N(C(OC(C)(C)C)=O)CC=1OC=CC1)Cl)C tert-Butyl (2-((E)-1-(((R)-tert-butylsulfinyl)imino)propan-2-yl)-5-chloro-3-methylthieno[3,2-b]pyridin-7-yl)(furan-2-ylmethyl)carbamate